OC(COC1=C(C=C(C=C1)C1(C2=CC=CC=C2C=2C=CC=CC12)C1=CC(=C(C=C1)OCC(C)O)C1=CC=CC=C1)C1=CC=CC=C1)C 9,9-bis[4-(2-hydroxypropoxy)-3-phenylphenyl]fluorene